(R)-N-(6-chloro-8-methylisoquinolin-1-yl)-2-fluoro-4-(5-(2-methoxyethyl)-1-methyl-1H-1,2,3-triazol-4-yl)-N-(piperidin-3-yl)benzamide ClC=1C=C2C=CN=C(C2=C(C1)C)N(C(C1=C(C=C(C=C1)C=1N=NN(C1CCOC)C)F)=O)[C@H]1CNCCC1